(3-iodo-6-methoxypyrazolo[1,5-a]pyrimidin-5-yl)propan-2-ol IC=1C=NN2C1N=C(C(=C2)OC)CC(C)O